BrC(C(=O)NC1=NC=C(C=C1)OC1=CC=C(C=C1)F)CC 2-bromo-N-[5-(4-fluorophenoxy)pyridin-2-yl]butanamide